4-chloro-2-[4-(4-piperidyloxy)phenyl]-5-[[(3S)-tetrahydropyran-3-yl]methylamino]pyridazin-3-one hydrochloride Cl.ClC=1C(N(N=CC1NC[C@H]1COCCC1)C1=CC=C(C=C1)OC1CCNCC1)=O